CC1=C(C(=C(C2=C1O[C@](CC2)(C)CCC[C@H](C)CCC[C@H](C)CCCC(C)C)C)OC(=O)C3=CN=CC=C3)C α-Tocopheryl nicotinate